FC=1C=C(CC2=CC=C(C=C2)NC(=O)C2=NN(C(CC2)=O)C)C=CC1 N-(4-(3-fluorobenzyl)phenyl)-1-methyl-6-oxo-1,4,5,6-tetrahydropyridazine-3-carboxamide